COC1=CC2=C(N(C=N2)C2=CC=C(C(=N2)C2=CC(N(C=C2)C)=O)C(C)O)C=C1OC 6-(5,6-Dimethoxy-1H-benzo[d]imidazol-1-yl)-3-(1-hydroxyethyl)-1'-methyl-[2,4'-bipyridin]-2'(1'H)-one